FC1=C(C=CC(=C1F)OC)C1=CN=C2N1C=CN=C2NC2=CC(=C(C=C2)N)CC N1-(3-(2,3-difluoro-4-methoxyphenyl)imidazo[1,2-a]pyrazin-8-yl)-3-ethylbenzene-1,4-diamine